europium germanium thiooxide S=O.[Ge].[Eu]